FC1=C2C(=NN(C2=CC(=C1)N1CCN(CC1)C(=O)OC(C)(C)C)C)NC=1C=C(C=2N(C1)C=C(N2)C)F tert-butyl 4-[4-fluoro-3-[(8-fluoro-2-methyl-imidazo[1,2-a]pyridin-6-yl)amino]-1-methyl-indazol-6-yl]piperazine-1-carboxylate